3-(dimethylaminopropyl)benzo[lmn][3,8]phenanthroline CN(C)CCCC1=C2C=CC=3C=NC=C4C3C2=C(C=N1)C=C4